N1-(2-dimethylaminoethyl)-5-methoxy-N1-methyl-N4-[4-(4,5,6,7-tetrahydropyrazolo[1,5-a]pyridin-3-yl)pyrimidin-2-yl]benzene-1,2,4-triamine CN(CCN(C=1C(=CC(=C(C1)OC)NC1=NC=CC(=N1)C=1C=NN2C1CCCC2)N)C)C